ClC1=C(C(=O)N(C)C2=CC=C(C=C2)F)C=CC=C1 2-chloro-N-(4-fluorophenyl)-N-methylbenzamide